[Sn].S1C=CC=C1 thiophen tin